FC(C=1C=C(C=CC1)CC)(F)F 2-(3-(trifluoromethyl)phenyl)ethan